C1(CCCCCCCCC1)OC(C=C)=O cyclodecylacrylate